N-methyl-N-(4-((R)-1-trityl-aziridine-2-carbonyl)-1,4-diazepan-1-carbonyl)-L-valine CN([C@@H](C(C)C)C(=O)O)C(=O)N1CCN(CCC1)C(=O)C1[N@@](C1)C(C1=CC=CC=C1)(C1=CC=CC=C1)C1=CC=CC=C1